O=C1NC(CCC1N1C(C2=CC=C(C=C2C1=O)N1CCN(CC1)C(=O)C1CCC(CC1)C(=O)O)=O)=O (1r,4r)-4-[4-[2-(2,6-dioxopiperidin-3-yl)-1,3-dioxoisoindol-5-yl]piperazine-1-carbonyl]cyclohexane-1-carboxylic acid